ClC1=NC=C2N=CN(C2=N1)C 2-chloro-9-methyl-9H-purine